C(C1=CC=CC=C1)O[C@@H]1C[C@]2(N(C=3C(=NN=C(C3)C3=C(C(=CC=C3)F)OC)NC2=O)C1)C(F)F (6aR,8R)-8-(benzyloxy)-6a-(difluoromethyl)-2-(3-fluoro-2-methoxyphenyl)-6a,7,8,9-tetrahydropyrrolo[1',2':4,5]pyrazino[2,3-c]pyridazin-6(5H)-one